N-[(2,5-Dioxo-2,5-dihydro-1H-pyrrol-1-yl)acetyl]-L-alanyl-L-alanyl-L-asparagin O=C1N(C(C=C1)=O)CC(=O)N[C@@H](C)C(=O)N[C@@H](C)C(=O)N[C@@H](CC(N)=O)C(=O)O